BrC=1C=C(C=NC1)NC(CCC=1C=C(C=CC1)NC(OC(C)(C)C)=O)=O tert-butyl (3-(3-((5-bromopyridin-3-yl)amino)-3-oxopropyl)phenyl)carbamate